N-(2-Aminoethyl)3-Aminopropyltriethoxysilan NCCNCCC[Si](OCC)(OCC)OCC